N(=[N+]=[N-])CCOCCOC=1C=C(CCOCCC(=O)O)C=CC1 3-(3-(2-(2-azidoethoxy)ethoxy)phenethoxy)propanoic acid